ClC1=NC2=CC=C(C=C2C(=N1)N1[C@H](CN(CC1)C(=O)OC(C)(C)C)C1=CC=CC=C1)C1=CN(C(C=C1)=O)C tert-butyl (S)-4-(2-chloro-6-(1-methyl-6-oxo-1,6-dihydropyridin-3-yl)quinazolin-4-yl)-3-phenylpiperazine-1-carboxylate